(7S)-3-{[(Cyanomethyl)carbamoyl]methyl}-7-methyl-2-[2-(2-oxo-1,2-dihydropyridin-1-yl)ethyl]-3H,6H,7H,8H,9H-imidazo[4,5-f]chinolin C(#N)CNC(=O)CN1C(=NC2=C3CC[C@@H](NC3=CC=C21)C)CCN2C(C=CC=C2)=O